C[C@H]1[C@@H]([C@H]([C@H]([C@@H](O1)O[C@@H]2[C@H]([C@@H]([C@H](O[C@H]2C3=C(C=C(C4=C3OC(=CC4=O)C5=CC(=C(C=C5)O)OC)O)O)CO)O)O)O)O)O The molecule is a flavone C-glycoside that is 5,7,4'-trihydroxy-3'-methoxyflavone substituted by a 2-O-(6-deoxy-alpha-L-mannopyranosyl)-beta-D-glucopyranosyl residue at position 8. It has been isolated from the leaves and roots of Petrorhagia velutina. It has a role as a plant metabolite. It is a flavone C-glycoside, a trihydroxyflavone, a monomethoxyflavone and a disaccharide derivative.